5-(((2,2-difluoropropoxy)(((S)-1-oxo-1-propoxypropan-2-yl)amino)phosphoryl)methyl)benzo[b]thiophene-2-carboxylic acid FC(COP(=O)(N[C@H](C(OCCC)=O)C)CC1=CC2=C(SC(=C2)C(=O)O)C=C1)(C)F